FC1=C(C(=C(C(=C1F)SC)F)F)NC(OC(C)(C)C)=O tert-butyl (2,3,5,6-tetrafluoro-4-(methylthio)phenyl)carbamate